ONC(CCCCCOC=1C=C2C(=NC=NC2=CC1OC)OC1=CC2=C(C(=C(O2)C)C(=O)NC)C=C1)=O 6-((6-((6-(hydroxyamino)-6-oxohexyl)oxy)-7-methoxyquinazolin-4-yl)oxy)-N,2-dimethylbenzofuran-3-carboxamide